N-(4-(but-3-en-1-yloxy)pyridin-3-yl)-2-((2-hydroxy-2-methylpent-4-en-1-yl)amino)pyrimidine-4-carboxamide C(CC=C)OC1=C(C=NC=C1)NC(=O)C1=NC(=NC=C1)NCC(CC=C)(C)O